methyl (2S)-2-(tert-butoxycarbonylamino)-3-(3-iodo-1-bicyclo[1.1.1]pentanyl)propanoate C(C)(C)(C)OC(=O)N[C@H](C(=O)OC)CC12CC(C1)(C2)I